The molecule is a member of the class of chalcones that consists of trans-chalcone substituted by hydroxy groups at positions 4 and 2', a prenyl group at position 3' and a beta-D-glucopyranosyloxy group at position 4'. Isolated from the stem barks of Maclura tinctoria, it exhibits antioxidant activity. It has a role as a metabolite and an antioxidant. It is a member of chalcones, a polyphenol, a beta-D-glucoside and a monosaccharide derivative. It derives from a trans-chalcone. CC(=CCC1=C(C=CC(=C1O)C(=O)/C=C/C2=CC=C(C=C2)O)O[C@H]3[C@@H]([C@H]([C@@H]([C@H](O3)CO)O)O)O)C